2-[1-(3,4-dimethylpyrimido[4',5':4,5]thieno[2,3-c]pyridazin-8-yl)pyrrolidin-3-yl]propan-2-ol Tert-butyl-6-((methyl-sulfonyl)oxy)-2-azaspiro[3.3]heptane-2-carboxylate C(C)(C)(C)C1N(CC12CC(C2)OS(=O)(=O)C)C(=O)OC(C)(C)C2CN(CC2)C2=NC=NC1=C2SC=2N=NC(=C(C21)C)C